hydroxy-3,4-dihydro-2,1-benzoxaborinin-7-amine OC1OBC2=C(C1)C=CC(=C2)N